C(C)C=1SC2=C(N1)C=CC=C2 2-ethyl-1,3-benzothiazole